tert-butyl (3S)-3-[2-[6-[[5-(5-fluoropyrimidin-4-yl)thiazol-2-yl]amino]imidazo[4,5-c]pyridin-1-yl]ethylcarbamoyl]morpholine-4-carboxylate FC=1C(=NC=NC1)C1=CN=C(S1)NC1=CC2=C(C=N1)N=CN2CCNC(=O)[C@H]2N(CCOC2)C(=O)OC(C)(C)C